NC1=NC=C(C=C1CCC[C@@H](C(=O)OC)NC(=O)OC(C)(C)C)F methyl (S)-5-(2-amino-5-fluoropyridin-3-yl)-2-((tert-butoxycarbonyl)amino)pentanoate